4-amino-7-chloro-N-((4R)-8-fluoro-7-(trifluoromethyl)-3,4-dihydro-1H-2-benzopyran-4-yl)-N-methyl-1,3-dihydrofuro[3,4-c]quinoline-8-carboxamide NC1=NC=2C=C(C(=CC2C2=C1COC2)C(=O)N(C)[C@H]2COCC1=C2C=CC(=C1F)C(F)(F)F)Cl